C(CCC#C)N1CCC(CC1)CN1C(C=CC1=O)=O 1-((1-(pent-4-ynyl)piperidin-4-yl)methyl)-1H-pyrrole-2,5-dione